ClC=1C(=CC(=NC1)C(=O)N[C@H](C(=O)NC)C(C)(C)C)OCC1CC1 5-chloro-4-(cyclopropylmethoxy)-N-[(2S)-3,3-dimethyl-1-(methylamino)-1-oxobutan-2-yl]pyridine-2-carboxamide